FC=1C=C(C2=C(C(=C(O2)[C@H](C(F)(F)F)NC(NC=2C=NC(=NC2)N2CCOCC2)=O)C)C1)F 3-[(1R)-1-(5,7-difluoro-3-methyl-1-benzofuran-2-yl)-2,2,2-trifluoroethyl]-1-[2-(morpholin-4-yl)pyrimidin-5-yl]urea